CN1CC(C1)(C)[C@@](C=1C=C(C=NC1)CCC(C)(O)C1=CN=C(S1)C)(C1=CC=C(C=C1)C(C)C)O 4-{5-[(R)-(1,3-dimethyl-azetidin-3-yl)-hydroxy-(4-isopropyl-phenyl)-methyl]-pyridin-3-yl}-2-(2-methyl-thiazol-5-yl)-butan-2-ol